CN1N=CC(=C1)C=1C=C2N(N=CC=C2N2CC3CCC(C2)N3C(=O)OC(C)(C)C)C1 tert-butyl 3-(6-(1-methyl-1H-pyrazol-4-yl) pyrrolo[1,2-b]pyridazin-4-yl)-3,8-diazabicyclo[3.2.1]octane-8-carboxylate